C(CCC)OC=1C(C(=O)[O-])=CC=CC1 n-Butylsalicylat